C(CCCCCCCCCCCCCCCCC)OC=1C=C(C(=O)N2CCNCC2)C=C(C1OCCCCCCCCCCCCCCCCCC)OCCCCCCCCCCCCCCCCCC 4-(3,4,5-tris(octadecyloxy)benzoyl)piperazine